C(CC)SCCSCCC1=NC=CC=C1 2-[2-(2-propylthioethylthio)ethyl]pyridine